COC1=C(C(=NC=C1C)CN(C1=NC2=C(N1CCCOC)C=CC(=C2)C(=O)O)CC2=NC=C(C(=C2C)OC)C)C 2-(bis((4-methoxy-3,5-dimethylpyridin-2-yl)methyl)amino)-1-(3-methoxypropyl)-1H-benzo[d]imidazole-5-carboxylic acid